2-(3-(2-Chloro-6-(trifluoromethyl)pyrimidin-4-yl)-1-(pyridin-3-yl)-3-azabicyclo[3.1.0]hex-6-yl)acetonitrile ClC1=NC(=CC(=N1)N1CC2(C(C2C1)CC#N)C=1C=NC=CC1)C(F)(F)F